3-(1-(2,4-dichlorophenyl)cyclopropyl)-5-(5-(difluoromethyl)-1H-pyrazol-3-yl)-1,2,4-oxadiazole ClC1=C(C=CC(=C1)Cl)C1(CC1)C1=NOC(=N1)C1=NNC(=C1)C(F)F